ClC1(CCCC1)COC1=CC=C(C=C1)C(C(C)(C)O)NC([C@@H](C)C1=CC=CC=C1)=O (2S)-N-(1-(4-((1-chlorocyclopentyl)methoxy)phenyl)-2-hydroxy-2-methylpropyl)-2-phenylpropanamide